C(C#CC)(=O)N1CC(C1)(C(=O)N1CCC(CC1)N1N=NC(=C1C)C=1C=C(C=2N(C1)N=CC2C#N)NCC)F 6-[1-[1-(1-but-2-ynoyl-3-fluoro-azetidine-3-carbonyl)-4-piperidyl]-5-methyl-triazol-4-yl]-4-(ethyl-amino)pyrazolo[1,5-a]pyridine-3-carbonitrile